COC=1C(=NC=C(C1)S(=O)(=O)C)NCC#C 3-methoxy-5-(methylsulfonyl)-N-(prop-2-yn-1-yl)pyridin-2-amine